ClC1=CC(=C(OCC2=C(C=CC(=N2)[C@H]2CN(CC2)CC2=NC3=C(N2C[C@H]2OCC2)C=C(C=C3F)C(=O)O)F)C=C1)F 2-{[(3R)-3-{6-[(4-chloro-2-fluorophenoxy)methyl]-5-fluoropyridin-2-yl}pyrrolidin-1-yl]methyl}-4-fluoro-1-{[(2S)-oxetan-2-yl]methyl}-1H-1,3-benzodiazole-6-carboxylic acid